(S)-6-(3-amino-5-fluoro-6-(3-((3-methoxypyrrolidin-1-yl)methyl)-4-morpholinophenyl)pyrazin-2-yl)-8-fluoro-3,4-dihydroisoquinolin-1(2H)-one NC=1C(=NC(=C(N1)F)C1=CC(=C(C=C1)N1CCOCC1)CN1C[C@H](CC1)OC)C=1C=C2CCNC(C2=C(C1)F)=O